N=1NCC=C2C1C1CCC(C2)N1 3,5,6,7,8,9-hexahydro-2H-6,9-epiminocyclohepta[c]pyridazine